1,1-difluoro-N-[3-[2-(2-hydroxyethoxy)-6-(morpholin-4-yl)pyridin-4-yl]-4-methylphenyl]-6-azaspiro[3.4]octane-6-carboxamide FC1(CCC12CN(CC2)C(=O)NC2=CC(=C(C=C2)C)C2=CC(=NC(=C2)N2CCOCC2)OCCO)F